2-(cyclopropanecarbonyl)-7-((2S,5R)-2,5-dimethyl-4-(1-(quinoxalin-6-yl)ethyl)piperazin-1-yl)-4-methyl-2,4-dihydro-5H-pyrazolo[4,3-b]pyridin-5-one C1(CC1)C(=O)N1N=C2C(N(C(C=C2N2[C@H](CN([C@@H](C2)C)C(C)C=2C=C3N=CC=NC3=CC2)C)=O)C)=C1